1-(3',5'-dichloro-5-((6-(hexahydropyrrolo[3,4-c]pyrrol-2(1H)-yl)pyridin-3-yl)oxy)-[1,1'-biphenyl]-3-yl)-N-methylmethanamine ClC=1C=C(C=C(C1)Cl)C1=CC(=CC(=C1)OC=1C=NC(=CC1)N1CC2CNCC2C1)CNC